ClC1=CC=C(CSC2=NN=C3N2C(=CC(N3)=O)C)C=C1 3-[(4-chlorobenzyl)sulfanyl]-5-methyl-[1,2,4]triazolo[4,3-a]pyrimidin-7(8H)-one